Bis-(4-ethoxy-4-oxo-butan-2-yl)-fumarat C(C)OC(CC(C)\C(=C(/C(=O)[O-])\C(C)CC(OCC)=O)\C(=O)[O-])=O